(5S)-5-methyl-1-oxapyrrol CC1=CC=CO1